FC=1C=CC2=C(N(OC2N2C(C(C3=CC=CC=C23)=O)=O)C)C1 1-(6-fluoro-1-methyl-1,3-dihydrobenzo[c]isoxazol-3-yl)indoline-2,3-dione